N1(C=CC2=CC=CC=C12)CC(=O)N 1H-indole-1-carboxyamide